4-((1-(4-(2-(2-Aminopyridin-3-yl)-5-(5-methyl-1,3,4-oxadiazol-2-yl)-3H-imidazo[4,5-b]pyridin-3-yl)benzyl)piperidin-4-yl)amino)pyrimidine-2-carbonitrile NC1=NC=CC=C1C1=NC=2C(=NC(=CC2)C=2OC(=NN2)C)N1C1=CC=C(CN2CCC(CC2)NC2=NC(=NC=C2)C#N)C=C1